1-(2-fluorophenyl)cyclopropane-1-amine hydrochloride Cl.FC1=C(C=CC=C1)C1(CC1)N